OCC1CN(C(O1)=O)C1=CC=C(C=C1)C 5-(hydroxymethyl)-3-(p-tolyl)oxazolidin-2-one